((3bS,7aS,8aS)-6,7,8,8a-tetrahydro-5H,9H-pyrazolo[1',5':1,5]-pyrrolo[3,4-b]pyrrolizin-7a(3bH)-yl)methanol N1=CC=C2N1C[C@@H]1C[C@@]3(CCCN3[C@@H]12)CO